O1C=C(C2=C1C=CC=C2)C=2C(=NC(=CC2)N)N 3-(Benzofuran-3-yl)pyridine-2,6-diamine